CC1CCC2=C(C(=C1)OS(=O)(=O)C(F)(F)F)C=CC(=C2)C(=O)OC Methyl 7-methyl-9-(((trifluoromethyl)sulfonyl)oxy)-6,7-dihydro-5H-benzo[7]annulene-3-carboxylate